CC1(CCCC1)[Na] methyl-cyclopentyl-sodium